6-(4-((4-(1H-pyrazol-4-yl)phenyl)amino)pyrimidin-2-yl)-N-(pyridin-4-yl)benzo[b]thiophene-2-carboxamide N1N=CC(=C1)C1=CC=C(C=C1)NC1=NC(=NC=C1)C=1C=CC2=C(SC(=C2)C(=O)NC2=CC=NC=C2)C1